5-isopropyl-1H-pyrazolo[3,4-b]pyridine-3-carboxylic acid methyl ester COC(=O)C1=NNC2=NC=C(C=C21)C(C)C